2,3-dihydroxy-5-hydroxybenzaldehyde OC1=C(C=O)C=C(C=C1O)O